C1(=CC=CC=C1)C(=N)C1=CC=CC=C1 1,1-diphenylmethanimine